NC1(CC1)C1=CC2=C(N(C(=N2)CN2C(N(C3=C2C=C(C=C3)F)CC(F)(F)F)=O)CCCS(=O)(=O)C)C=C1 3-((5-(1-aminocyclopropyl)-1-(3-(methylsulfonyl)propyl)-1H-benzo[d]imidazol-2-yl)methyl)-5-fluoro-1-(2,2,2-trifluoroethyl)-1,3-dihydro-2H-benzo[d]imidazol-2-one